N-((4,7-dihydro-5H-thieno[2,3-c]pyran-7-yl)methyl)-2-fluoroethane-1-amine S1C=CC2=C1C(OCC2)CNCCF